amino-4-(2-chloro-3-methoxyphenyl)-3-phenyl-1H-pyrrole-2-carboxylic acid methyl ester COC(=O)C=1N(C=C(C1C1=CC=CC=C1)C1=C(C(=CC=C1)OC)Cl)N